[Cl-].[Cl-].[Cl-].[Ti+3].C(C)(C)(C)C1=C(C(C=NC2=C(C=CC=C2)S)=CC(=C1)C(C)(C)C)O 3,5-di-tert-butylsalicylidene-2-mercaptoaniline titanium trichloride